C(CCCCC)(=O)OC=1C=CC=C2NC=C(CCN(C)CC)C12 4-hexanoyloxy-N-ethyl-N-methyltryptamine